The molecule is a formate ester resulting from the formal condensation of formic acid with methanol. A low-boiling (31.5 ℃) colourless, flammable liquid, it has been used as a fumigant and larvicide for tobacco and food crops. It has a role as a polar aprotic solvent, a fumigant, an insecticide and a refrigerant. It is a formate ester, a methyl ester and a volatile organic compound. It derives from a methanol. COC=O